1-[5-(5-fluoro-2-methoxypyridin-4-yl)-1H-pyrazole-3-carbonyl]piperidine-4-carboxylic acid FC=1C(=CC(=NC1)OC)C1=CC(=NN1)C(=O)N1CCC(CC1)C(=O)O